C1(=CC=CC2=CC=CC=C12)C1=C(C(=C(C(=C1[2H])[2H])B(O)O)[2H])[2H] [4-(1-naphthalenyl)phenyl-2,3,5,6-d4]-boronic acid